C(C1=CC=CC=C1)N1B(NC2=C3C1=CC=CC3=CC=C2)C=2C(=C3CC(CC3=C(C2CCCCC)C)(COC)COC)C (R)-1-benzyl-2-(2,2-bis(methoxymethyl)-4,7-dimethyl-6-pentyl-2,3-dihydro-1H-inden-5-yl)-2,3-dihydro-1H-naphtho[1,8-de][1,3,2]diazaborinine